CC1=NN(C(=C1)C(F)(F)F)C1=CC=C(CN2C3=NC(=NC=C3NC2=O)C=2C(=NC=CC2)OCC(F)(F)F)C=C1 9-(4-(3-methyl-5-(trifluoromethyl)-1H-pyrazol-1-yl)benzyl)-2-(2-(2,2,2-trifluoroethoxy)pyridin-3-yl)-7,9-dihydro-8H-purin-8-one